(2-(pyridine-2-ylamino)pyrimidin-4-yl)methanone N1=C(C=CC=C1)NC1=NC=CC(=N1)C=O